BrC1=CC(=C(C(=C1)O)C1=NN2C(N=C(C=C2C2CC2)C(=O)N2[C@@H](C3=CC=CC=C3CC2)C)=C1)F (R)-(2-(4-bromo-2-fluoro-6-hydroxyphenyl)-7-cyclopropylpyrazolo[1,5-a]pyrimidin-5-yl)(1-methyl-3,4-dihydroisoquinolin-2(1H)-yl)methanone